C(C1=CC=CC=C1)OC1=CC(=C(N=N1)C)C(F)(F)F 6-(Benzyloxy)-3-methyl-4-(trifluoromethyl)pyridazine